2,2,2-trifluoroacetat FC(C(=O)[O-])(F)F